(R)-3-fluoro-5-(3-isopropoxyphenyl)-5,8,8-trimethyl-6-oxo-5,6,7,8,9,10-hexahydrobenzo[b][1,8]naphthyridine FC1=CC=2[C@@](C3=C(NC2N=C1)CC(CC3=O)(C)C)(C)C3=CC(=CC=C3)OC(C)C